(S)-N-(1-((tert-butyldiphenylsilyl)oxy)propan-2-yl)-6-(6-trifluoromethylpyridin-3-yl)-8-(1-Methyl-1H-pyrazol-4-yl)-[1,2,4]triazolo[1,5-a]pyrazin-2-amine [Si](C1=CC=CC=C1)(C1=CC=CC=C1)(C(C)(C)C)OC[C@H](C)NC1=NN2C(C(=NC(=C2)C=2C=NC(=CC2)C(F)(F)F)C=2C=NN(C2)C)=N1